benzyl 4-hydroxy-5-methyl-2-thiazol-4-yl-7,8-dihydro-5H-pyrido[4,3-d]pyrimidine-6-carboxylate OC=1C2=C(N=C(N1)C=1N=CSC1)CCN(C2C)C(=O)OCC2=CC=CC=C2